7-[(3S)-3-{4-[4-({4-[2-(2,6-dioxopiperidin-3-yl)-1-oxo-2,3-dihydro-1H-isoindol-5-yl]piperazin-1-yl}methyl)piperidin-1-yl]phenyl}piperidin-1-yl]-4-fluoro-1H-indole-3-carbonitrile O=C1NC(CCC1N1C(C2=CC=C(C=C2C1)N1CCN(CC1)CC1CCN(CC1)C1=CC=C(C=C1)[C@H]1CN(CCC1)C=1C=CC(=C2C(=CNC12)C#N)F)=O)=O